C(C1=CC=CC=C1)N(C(=O)OC(CCC1C(CCCC1C)(C)C)CC)[C@H]1[C@H](COCC1)N 1-(2,2,6-trimethylcyclohexyl)pentan-3-ol Benzyl-((3R,4R)-3-aminotetrahydro-2H-pyran-4-yl)carbamate